tert-butyl 3-(4-(2-fluoro-6-(trifluoromethyl)phenyl) piperidine-1-carbonyl)-4,5-dihydro-1H-pyrazolo[3,4-c]pyridine-6(7H)-carboxylate FC1=C(C(=CC=C1)C(F)(F)F)C1CCN(CC1)C(=O)C1=NNC=2CN(CCC21)C(=O)OC(C)(C)C